4-(4-(1,4-dimethyl-2-(4-(methylsulfonyl)phenyl)-1H-benzo[d]imidazol-6-yl)phenyl)piperazine-1-carboxylic acid tert-butyl ester C(C)(C)(C)OC(=O)N1CCN(CC1)C1=CC=C(C=C1)C=1C=C(C2=C(N(C(=N2)C2=CC=C(C=C2)S(=O)(=O)C)C)C1)C